3-(3-(azetidin-3-yl)-1-(4-(trifluoromethoxy)phenyl)-1H-pyrazolo[3,4-b]pyridin-4-yl)azetidine-1-carboxylic acid tert-butyl ester C(C)(C)(C)OC(=O)N1CC(C1)C1=C2C(=NC=C1)N(N=C2C2CNC2)C2=CC=C(C=C2)OC(F)(F)F